N,N'-m-phenylenedimaleimide C1(=CC(=CC=C1)N1C(C=CC1=O)=O)N1C(C=CC1=O)=O